6-butyryl-adenosine C(CCC)(=O)C1(C2=NCN([C@H]3[C@H](O)[C@H](O)[C@@H](CO)O3)C2=NC=N1)N